[4,5'-bipyrimidin]-6(1H)-one N1C=NC(=CC1=O)C=1C=NC=NC1